O1CCC(=CC1)C1=CC=C(C=C1)NC([C@H](C(C1=CC=CC=C1)C1=CC=CC=C1)NC(=O)C1=CC=NN1C)=O (S)-N-(1-((4-(3,6-dihydro-2H-pyran-4-yl)phenyl)amino)-1-oxo-3,3-di-Phenylpropan-2-yl)-1-methyl-1H-pyrazole-5-carboxamide